C(\C=C/CCCCCCC)O (Z)-2-Decen-1-ol